6-(2-amino-1H-benzo[d]imidazol-6-yl)quinazoline NC1=NC2=C(N1)C=C(C=C2)C=2C=C1C=NC=NC1=CC2